(S)-3-(((allyloxy)carbonyl)amino)-2-aminopropionic acid C(C=C)OC(=O)NC[C@@H](C(=O)O)N